C(C)(C)(C)OC(=O)N(CCC[C@@H](CC(=O)O)NC1=NC=CC2=CC=C(C=C12)C1=NOC(=N1)C)C (3S)-6-[tert-butoxycarbonyl(methyl)amino]-3-[[7-(5-methyl-1,2,4-oxadiazol-3-yl)-1-isoquinolyl]amino]hexanoic acid